6-(4-((S)-3-aminopiperidin-1-yl)-6-((2-(2-fluoro-6-methoxyphenyl)pyrimidin-4-yl)amino)pyridin-3-yl)-2-methyl-2H-benzo[b][1,4]oxazin-3(4H)-one hydrochloride Cl.N[C@@H]1CN(CCC1)C1=C(C=NC(=C1)NC1=NC(=NC=C1)C1=C(C=CC=C1OC)F)C1=CC2=C(OC(C(N2)=O)C)C=C1